C(C)OC(/C=C/B1OC(C(O1)(C)C)(C)C)OCC 2-[(E)-3,3-diethoxyprop-1-enyl]-4,4,5,5-tetramethyl-1,3,2-dioxaborolane